CC1=CCC(CC1=O)C(=C)C The molecule is a p-menthane monoterpenoid that consists of cyclohex-2-enone having methyl and isopropenyl substituents at positions 2 and 5, respectively. It has a role as an allergen. It is a member of carvones and a botanical anti-fungal agent.